FC(C=1OC(=NN1)C1=CC=C(C=C1)CN1N=NC(=C1)C1=CC=C2C(=CNC2=C1)CN1CCCC1)F 2-(difluoromethyl)-5-(4-((4-(3-(pyrrolidin-1-ylmethyl)-1H-indol-6-yl)-1H-1,2,3-triazol-1-yl)methyl)phenyl)-1,3,4-oxadiazole